C(=O)(O)CN([C@@H]1[C@@H](CCCC1)N(CCNN)CC(=O)O)CC(=O)O 2-(((1R,2S)-2-(bis(carboxymethyl)amino)cyclohexyl)-(carboxymethyl)amino)ethyldiazane